(R)-1-(3-fluoro-5-(trifluoromethyl)benzyl)-3-methylpiperazine FC=1C=C(CN2C[C@H](NCC2)C)C=C(C1)C(F)(F)F